5-[1-(cyclobutyl-methyl)-8-dimethylamino-2-oxo-8-phenyl-1,3-diazaspiro[4.5]decan-3-yl]-pyrazine-2-carbonitrile C1(CCC1)CN1C(N(CC12CCC(CC2)(C2=CC=CC=C2)N(C)C)C=2N=CC(=NC2)C#N)=O